FC1=C(C=CC(=C1)F)C=1COC2=CC(=CC=C2C1)OC1OCCCC1 3-(2,4-difluorophenyl)-7-((tetrahydro-2H-pyran-2-yl)oxy)-2H-chromene